1-(isobutyryloxy)ethyl (2S)-4-(3-(1,1-dioxido-4-oxo-1,2,5-thiadiazolidin-2-yl)-2-fluoro-4-hydroxyphenyl)-2-isopentyl-2,5-dihydro-1H-pyrrole-1-carboxylate O=S1(N(CC(N1)=O)C=1C(=C(C=CC1O)C1=C[C@@H](N(C1)C(=O)OC(C)OC(C(C)C)=O)CCC(C)C)F)=O